3-(2-[Imidazo[1,2-a]pyrimidin-7-yl]ethynyl)-1-[(3S,5R)-5-(methoxymethyl)-1-(prop-2-enoyl)pyrrolidin-3-yl]-5-(methylamino)pyrazole-4-carboxamide N=1C=CN2C1N=C(C=C2)C#CC2=NN(C(=C2C(=O)N)NC)[C@@H]2CN([C@H](C2)COC)C(C=C)=O